OO.B(O)(O)O borate compound with hydrogen peroxide